[5-[3-(2,2-dimethylpropoxy)phenyl]-1-(quinolin-8-yl)-1H-pyrazol-3-yl]methanol CC(COC=1C=C(C=CC1)C1=CC(=NN1C=1C=CC=C2C=CC=NC12)CO)(C)C